FC(C1=CC(=NN1C)C1=NC(=NO1)CC1=C(C=CC=C1C)F)F 5-(5-(difluoromethyl)-1-methyl-1H-pyrazol-3-yl)-3-(2-fluoro-6-methylbenzyl)-1,2,4-oxadiazole